Isopropyl α-pivaloyloxyisobutyrate C(C(C)(C)C)(=O)OC(C(=O)OC(C)C)(C)C